methyl 4-(benzyloxy)-2-bromo-5-(1,3-dioxolan-2-yl)benzoate C(C1=CC=CC=C1)OC1=CC(=C(C(=O)OC)C=C1C1OCCO1)Br